1-bromo-2-(bromomethyl)-3-(difluoromethyl)-benzene BrC1=C(C(=CC=C1)C(F)F)CBr